iodo-5'-methyl-3'H-spiro[cyclopropane-1,2'-pyrido[3,2-b][1,4]oxazepine]-4'(5'H)-one IC1C(N(C2=C(OC13CC3)C=CC=N2)C)=O